C(C)C1=C(C(=NN1)C(=O)NC1=C(C=C(C=C1)C1CNCCO1)F)C 5-ethyl-N-(2-fluoro-4-(morpholin-2-yl)phenyl)-4-methyl-1H-pyrazole-3-carboxamide